((4-(5-phenyl-4H-1,2,4-triazol-3-yl)pyridin-2-yl)sulfonyl)morpholine C1(=CC=CC=C1)C=1NC(=NN1)C1=CC(=NC=C1)S(=O)(=O)N1CCOCC1